ClC1=C2C=CN(C(C2=CN=C1)=O)CC1=CC=C2C=C(NC2=C1)CN(C(OC(C)(C)C)=O)CC1CCC1 tert-butyl N-[[6-[(5-chloro-1-oxo-2,7-naphthyridin-2-yl)methyl]-1H-indol-2-yl]methyl]-N-(cyclobutylmethyl)carbamate